ClC1=CC=C(C=2SC3=CC=CC=C3C(C12)=O)OCC(=O)O chloro-4-carboxymethoxy-thioxanthone